[Br-].C1(CCCC1)C(C(=O)O[C@@H]1C[N+](CC1)(C)C)(C1=CC=CC=C1)O (3S,2'R)-3-[(cyclopentyl-hydroxyphenylacetyl)oxy]-1,1-dimethylpyrrolidinium bromide